OC1=C(C(=O)O)C=C(C=C1)OC1=CC(=NC=C1)C=1C=NN(C1)C 2-hydroxy-5-{[2-(1-methylpyrazol-4-yl)-4-pyridyl]oxy}benzoic acid